(1R,3S)-3-(3-{[(1-methyl-1H-pyrazol-4-yl)acetyl]amino}-1H-pyrazol-5-yl)cyclopentyl (2S)-butan-2-ylcarbamate C[C@@H](CC)NC(O[C@H]1C[C@H](CC1)C1=CC(=NN1)NC(CC=1C=NN(C1)C)=O)=O